C1(=CC=CC=C1)N(C(=O)C1=C(OC2=[N+](C=CC=N2)[O-])C=CC(=C1)F)C1=CC=CC=C1 (2-(diphenylcarbamoyl)-4-fluorophenoxy)pyrimidine 1-oxide